3-(4-(1,4-dimethyl-1H-imidazol-2-yl)benzyl)-5-(2-isopropylpyridin-3-yl)-1-methyl-1H-pyrazolo[4,3-d]pyrimidine CN1C(=NC(=C1)C)C1=CC=C(CC2=NN(C3=C2N=C(N=C3)C=3C(=NC=CC3)C(C)C)C)C=C1